N4-methyl-N2-(2-methyl-2H-indazol-4-yl)-5-(trifluoromethyl)pyrimidine-2,4-diamine CNC1=NC(=NC=C1C(F)(F)F)NC=1C2=CN(N=C2C=CC1)C